tert-Butyl 3-(3-(((benzyloxy)carbonyl)amino)chroman-7-yl)-3,8-diazabicyclo[3.2.1]octane-8-carboxylate C(C1=CC=CC=C1)OC(=O)NC1COC2=CC(=CC=C2C1)N1CC2CCC(C1)N2C(=O)OC(C)(C)C